C(C1=CC=CC=C1)NC1=NN=C(C2=CC=CC=C12)C1=CC=C(C=C1)C(C)(C)C N-benzyl-4-(4-(tert-butyl)phenyl)phthalazine-1-amine